3-(3,4-dichlorophenyl)-5-(2-(3-fluoropyrrolidin-1-yl)-2-oxoethyl)-1-methyl-1H-pyrrolo[3,2-c]pyridin-4(5H)-one ClC=1C=C(C=CC1Cl)C1=CN(C2=C1C(N(C=C2)CC(=O)N2CC(CC2)F)=O)C